4-(isoquinolin-6-yloxy)-1H-1,2,3-triazole-5-carboxylic acid 2,2,2-trifluoroacetate FC(C(=O)O)(F)F.C1=NC=CC2=CC(=CC=C12)OC=1N=NNC1C(=O)O